(S)- and (R)-2-((4-chlorophenethyl)amino)-1-(1-(2-hydroxyethyl)-1H-indol-3-yl)-2-phenylethan-1-one ClC1=CC=C(CCN[C@H](C(=O)C2=CN(C3=CC=CC=C23)CCO)C2=CC=CC=C2)C=C1 |r|